C=CCCC=O pentaen-5-one